N-(cyclohexylmethylidene)-hydroxylamine C1(CCCCC1)C=NO